β-(N-acetylamino)acrylate C(C)(=O)NC=CC(=O)[O-]